C(C)(=O)OCCN1C(=NC2=C1C=CC(=C2)[N+](=O)[O-])[C@@H]2C[C@@H](CCC2)NC2=NC=C(C(=N2)OC)C#N 2-(((1S,3R)-3-((5-cyano-4-methoxypyrimidin-2-yl)amino)cyclohexyl)-5-nitro-1H-benzo[d]imidazol-1-yl)ethyl acetate